methyl-[2-[(2R,3R,4S,5S,6R)-3,4,5-tribenzyloxy-6-phenoxy-tetrahydropyran-2-yl]ethyl]phosphinic acid CP(O)(=O)CC[C@H]1O[C@@H]([C@H]([C@H]([C@@H]1OCC1=CC=CC=C1)OCC1=CC=CC=C1)OCC1=CC=CC=C1)OC1=CC=CC=C1